(S)-8-chloro-4-(neopentylamino)-6-((pyridin-3-yl(1-(pyridin-3-yl)-1H-1,2,3-triazol-4-yl)methyl-d)amino)quinoline-3-carbonitrile ClC=1C=C(C=C2C(=C(C=NC12)C#N)NCC(C)(C)C)N[C@]([2H])(C=1N=NN(C1)C=1C=NC=CC1)C=1C=NC=CC1